[4,5-dichloro-2-(prop-2-en-1-yloxy)phenyl](pyridin-4-yl)methanol ClC1=CC(=C(C=C1Cl)C(O)C1=CC=NC=C1)OCC=C